4-bromo-7-(chloromethyl)-2,3-dihydrobenzofuran BrC1=CC=C(C2=C1CCO2)CCl